(S)-1-(2-((2-((3-chloro-2-fluorobenzyl)amino)-2-oxoethyl)(1-cyclopropylethyl)amino)-2-oxoethyl)-1H-indazole-3-carboxamide ClC=1C(=C(CNC(CN(C(CN2N=C(C3=CC=CC=C23)C(=O)N)=O)[C@@H](C)C2CC2)=O)C=CC1)F